ClC=1C=C(C=C(C1)Cl)C1=C(NC=2C3=C(CCC12)C=C(C=C3)OC)C(=O)O 3-(3,5-dichlorophenyl)-7-methoxy-4,5-dihydro-1H-benzo[g]indole-2-carboxylic acid